(R)-2-((4-((1r,4S)-4-((tert-Butyldimethylsilyl)oxy)cyclohexyl)-2-methylbutan-2-yl)amino)-1-(3-fluorophenyl)ethan-1-ol [Si](C)(C)(C(C)(C)C)OC1CCC(CC1)CCC(C)(C)NC[C@H](O)C1=CC(=CC=C1)F